N-methyl-N-propyl-pyridinium C[N+]1(CC=CC=C1)CCC